N1[C@@H](CCC1)CO (S)-Prolinol